γ-aminobutanamide NCCCC(=O)N